7-[5,6-difluoro-4-(cis-5-methyl-2,3,3a,4,6,6a-hexahydropyrrolo[2,3-c]pyrrol-1-yl)-8-(methylamino)-9H-pyrido[2,3-b]indol-3-yl]-4-oxo-quinolizine-3-carboxylic acid FC1=C2C3=C(NC2=C(C=C1F)NC)N=CC(=C3N3CC[C@@H]1[C@H]3CN(C1)C)C1=CN3C(C(=CC=C3C=C1)C(=O)O)=O